3-chloro-2,4,6-trifluoro-N-(6-fluoropyridin-2-yl)-N-(4-methoxybenzyl)benzenesulfonamide ClC=1C(=C(C(=CC1F)F)S(=O)(=O)N(CC1=CC=C(C=C1)OC)C1=NC(=CC=C1)F)F